methyl 2-(8,8-difluoro-5-azaspiro[2.5]octan-5-yl)-4-methyl-5-(trifluoromethyl)nicotinate FC1(CCN(CC12CC2)C2=C(C(=O)OC)C(=C(C=N2)C(F)(F)F)C)F